NC1=C(C=C(C=N1)NC(C(=O)N1[C@H](CC[C@@H](C1)C)C=1C=CC2=C(N=C(S2)CCN(C2COC2)C)C1)=O)CC N-(6-amino-5-ethylpyridin-3-yl)-2-((2R,5S)-5-methyl-2-(2-(2-(methyl(oxetan-3-yl)amino)ethyl)benzo[d]thiazol-5-yl)piperidin-1-yl)-2-oxoacetamide